N[C@H]1[C@H]2CC[C@@H](C1)N2C=2N(C(C1=C(N2)NC=C1C1=C(C2=C(N=C(S2)C)C=C1)Cl)=O)C 2-((1R,2R,4S)-2-amino-7-azabicyclo[2.2.1]heptan-7-yl)-5-(7-chloro-2-methylbenzo[d]thiazol-6-yl)-3-methyl-3,7-dihydro-4H-pyrrolo[2,3-d]pyrimidin-4-one